1-{[(2s,4r)-4-fluoro-5-oxopyrrolidin-2-yl]methoxy}-7-(prop-2-yloxy)isoquinoline-6-carboxamide F[C@@H]1C[C@H](NC1=O)COC1=NC=CC2=CC(=C(C=C12)OC(C)C)C(=O)N